6-(3-(2-chloro-4-((4-cyclopropyl-1-(2,6-dichlorophenyl)-1H-pyrazol-5-yl)methoxy)phenyl)-3-hydroxyazetidin-1-yl)-5-fluoronicotinic acid ClC1=C(C=CC(=C1)OCC1=C(C=NN1C1=C(C=CC=C1Cl)Cl)C1CC1)C1(CN(C1)C1=NC=C(C(=O)O)C=C1F)O